NC1=NC=CC2=C1C(=NN2[C@H]2C[C@@H](N(C2)C(C=C)=O)COC)C#CC2=CC1=C(N(C(=N1)C(F)(F)F)C)C=C2 1-((2R,4S)-4-(4-amino-3-((1-methyl-2-(trifluoromethyl)-1H-benzo[d]imidazol-5-yl)ethynyl)-1H-pyrazolo[4,3-c]pyridin-1-yl)-2-(methoxymethyl)pyrrolidin-1-yl)prop-2-en-1-one